2-(3,4-difluorophenyl)-N-(2-(dimethylamino)ethyl)-5-phenylOxazole-4-carboxamide FC=1C=C(C=CC1F)C=1OC(=C(N1)C(=O)NCCN(C)C)C1=CC=CC=C1